ClC1=C(C=CC=C1F)C1N=C(NC(=C1C(=O)OC)[C@@H]1OC[C@@H](C1)C)C=1SC=CN1 (cis)-Methyl 4-(2-chloro-3-fluorophenyl)-6-(4-methyltetrahydrofuran-2-yl)-2-(thiazol-2-yl)-1,4-dihydropyrimidine-5-carboxylate